S-(2-naphthyl) thiocarboxylate C(=O)SC1=CC2=CC=CC=C2C=C1